CCCCCCCCCCCC(=O)O[C@H]1[C@@H](O[C@H]([C@@H]([C@@H]1O)OC(=O)/C=C/C2=CC=CC=C2)O[C@H]3[C@@H](O[C@H]([C@@H]([C@@H]3OC(=O)CCCCCCCCC)O)O[C@H]4[C@@H](O[C@@H]5[C@@H]([C@@H]4O)OC(=O)CCCCCCCCC[C@@H](O[C@H]6[C@H](O5)[C@H]([C@H]([C@H](O6)C)O)O)CCCCC)C)C)C The molecule is a resin glycoside that is the tetrasaccharide derivative of jalapinolic acid. Isolated from Ipomoea batatas, it exhibits inhibitory activity against COX-1 and COX-2. It has a role as a metabolite, a cyclooxygenase 1 inhibitor and a cyclooxygenase 2 inhibitor. It is a resin glycoside, a tetrasaccharide derivative, a cinnamate ester, a macrocyclic lactone, a dodecanoate ester and a decanoate ester. It derives from a trans-cinnamic acid and a jalapinolic acid.